azobis[2-(N-allylamidino)propane] dihydrochloride Cl.Cl.N(=NCC(C)C(NCC=C)=N)CC(C)C(NCC=C)=N